C(C)(C)(C)OC(=O)N1[C@@H](C[C@H](C1)C1=CC=C(C=C1)F)C(=O)OCC1=CC=CC=C1 (2s,4s)-4-(4-fluorophenyl)pyrrolidine-1,2-dicarboxylic acid 2-benzyl ester 1-(tert-butyl) ester